methyl 2-fluoro-6-hydroxybenzoate FC1=C(C(=O)OC)C(=CC=C1)O